Cl.NC1=CC(=C(C(N)=N)C=C1N)OC 4,5-diamino-2-methoxybenzimidamide hydrochloride